CC1=C(C=C(C=C1[N+](=O)[O-])NO)[N+](=O)[O-] The molecule is a member of the class of nitrotoluenes that is 2,6-dinitrotoluene bearing an additional hydroxylamino substituent at position 4. It has a role as a xenobiotic metabolite. It is a nitrotoluene and a member of hydroxylamines.